N-[(3R,4R)-4-fluoropyrrolidin-3-yl]-3-methylsulfonyl-propionamide F[C@H]1[C@@H](CNC1)NC(CCS(=O)(=O)C)=O